C(C)OC(=O)C1=C(N=C(S1)NC1=NC(=CC(=N1)C1=CC=C(C=C1)NC(=O)OC(C)(C)C)N1CCC(CC1)O)C 2-[4-(4-tert-butoxycarbonylaminophenyl)-6-(4-hydroxypiperidin-1-yl)pyrimidin-2-ylamino]-4-methyl-5-thiazolecarboxylic acid ethyl ester